2-(3-((2-(2-fluoroprop-2-yl)pyrimidin-4-yl)amino)-8-methoxyisoquinolin-5-yl)propan-2-ol FC(C)(C)C1=NC=CC(=N1)NC=1N=CC2=C(C=CC(=C2C1)C(C)(C)O)OC